1-bromo-8-chloro-3-(5-(difluoromethyl)-1,3,4-thiadiazol-2-yl)-N-(3-(difluoromethyl)oxetan-3-yl)imidazo[1,5-a]pyridine-6-sulfonamide BrC=1N=C(N2C1C(=CC(=C2)S(=O)(=O)NC2(COC2)C(F)F)Cl)C=2SC(=NN2)C(F)F